(S)-6-amino-2-(1-amino-1,3-dihydrospiro[indene-2,4'-piperidin]-1'-yl)-5-(3-(2-hydroxypyridin-4-yl)prop-1-yn-1-yl)-3-methylpyrimidin-4(3H)-one NC1=C(C(N(C(=N1)N1CCC2(CC1)[C@@H](C1=CC=CC=C1C2)N)C)=O)C#CCC2=CC(=NC=C2)O